(1R,3S,5R)-2-(2-(3-acetyl-7-methyl-5-(2-methylpyrimidin-5-yl)-1H-indazol-1-yl)acetyl)-N-(2-cyclopentylethyl)-5-methyl-2-azabicyclo[3.1.0]hexane-3-carboxamide C(C)(=O)C1=NN(C2=C(C=C(C=C12)C=1C=NC(=NC1)C)C)CC(=O)N1[C@@H]2C[C@@]2(C[C@H]1C(=O)NCCC1CCCC1)C